(1R,3S,Z)-5-(2-((1R,3aS,7aR,E)-1-((S)-1-((S)-3-hydroxy-3-methylpyrrolidin-1-yl)Propan-2-yl)-7a-methyloctahydro-4H-inden-4-ylidene)ethylidene)-4-methylenecyclohexane-1,3-diol O[C@@]1(CN(CC1)C[C@@H](C)[C@H]1CC[C@H]2\C(\CCC[C@]12C)=C\C=C\1/C([C@H](C[C@@H](C1)O)O)=C)C